COC1=C2C(CC(C2=CC(=C1OC)OC)=O)C1=CC=C(C=C1)SC 4,5,6-trimethoxy-3-(4-(methylthio)phenyl)-2,3-dihydro-1H-inden-1-one